(E)-3-phenyl-5-(1-phenylpenta-1,4-dien-3-yl)pyridine C1(=CC=CC=C1)C=1C=NC=C(C1)C(/C=C/C1=CC=CC=C1)C=C